BrC1=C(OCC2=C(C=C(C#N)C=C2)F)C=CC=C1 4-[(2-bromophenoxy)methyl]-3-fluoro-benzonitrile